C[Si](CC(C1=CC=CC=C1)C=1C2=CC=CC=C2N=C2C=CC=CC12)(C1=CC=CC=C1)C 9-(2-(dimethyl-(phenyl)silyl)-1-phenylethyl)acridine